ClC1=CC=C(C=C1)[C@H](C)NC(COC1=NC=2C(=NC=CC2)N1CC1=CC=C(C=C1)OC(F)(F)F)=O N-[(S)-1-(4-Chloro-phenyl)-ethyl]-2-[3-(4-trifluoromethoxy-benzyl)-3H-imidazo[4,5-b]pyridin-2-yloxy]-acetamide